NC1=C(C=C(C(=C1)F)OC)O 2-amino-4-fluoro-5-methoxyphenol